4-{4-[(2,4-Dioxathiazolidine-5-ylidene)methyl]phenoxy}-N-[3-fluoro-4-(trifluoromethoxy)phenyl]piperidine-1-carboxamide S1ONOC1=CC1=CC=C(OC2CCN(CC2)C(=O)NC2=CC(=C(C=C2)OC(F)(F)F)F)C=C1